(R)-N-(4-cyclohexylbenzyl)-N-(1-oxo-1,2-dihydroisoquinolin-6-yl)-1-((perfluorophenyl)sulfonyl)azetidine-2-carboxamide C1(CCCCC1)C1=CC=C(CN(C(=O)[C@@H]2N(CC2)S(=O)(=O)C2=C(C(=C(C(=C2F)F)F)F)F)C=2C=C3C=CNC(C3=CC2)=O)C=C1